NC1=C(C=C(C=N1)NC(C(=O)N1[C@H](CC[C@@H](C1)C)C=1C=CC2=C(N=C(S2)C2CCN(CC2)CCF)C1)=O)CC N-(6-amino-5-ethylpyridin-3-yl)-2-((2R,5S)-2-(2-(1-(2-Fluoroethyl)piperidin-4-yl)benzo[d]thiazol-5-yl)-5-methylpiperidin-1-yl)-2-oxoacetamide